2-(1-benzyl-4-hydroxypiperidin-4-yl)acethydrazide C(C1=CC=CC=C1)N1CCC(CC1)(O)CC(=O)NN